(2S,6R)-2-amino-6-hydroxy-6-methyl-2-(4-(trifluoromethyl)phenyl)cyclohexan-1-one N[C@]1(C([C@](CCC1)(C)O)=O)C1=CC=C(C=C1)C(F)(F)F